4-(4-chloro-2,3-difluorophenyl)-6,7-dimethyl-2-((2R,4S)-2-(2-methylpyridin-4-yl)tetrahydro-2H-pyran-4-yl)pteridine ClC1=C(C(=C(C=C1)C1=NC(=NC2=NC(=C(N=C12)C)C)[C@@H]1C[C@@H](OCC1)C1=CC(=NC=C1)C)F)F